(2-cyclopropyl-5-ethoxyphenyl)methanol C1(CC1)C1=C(C=C(C=C1)OCC)CO